2-bromo-4-methoxybenzo[d]thiazole BrC=1SC2=C(N1)C(=CC=C2)OC